6-amino-3-methyl-N-(1-methyl-1H-pyrazol-3-yl)-2-phenylquinoline-4-carboxamide NC=1C=C2C(=C(C(=NC2=CC1)C1=CC=CC=C1)C)C(=O)NC1=NN(C=C1)C